(R)-3-(3-chloro-4-fluorophenyl)-1-ethyl-1-(2,2,2-trifluoro-1-(1-oxo-1,2-dihydroisoquinolin-4-yl)ethyl)urea ClC=1C=C(C=CC1F)NC(N([C@@H](C(F)(F)F)C1=CNC(C2=CC=CC=C12)=O)CC)=O